ClC=1C=C(C=CC1)N1N=CC(=C1)[C@H](C(=O)NC1=NNC(=C1)C1CC1)C (R)-2-(1-(3-chlorophenyl)-1H-pyrazol-4-yl)-N-(5-cyclopropyl-1H-pyrazol-3-yl)propanamide